(5-isopropyl-2-nitrophenyl)acetamide C(C)(C)C=1C=CC(=C(C1)CC(=O)N)[N+](=O)[O-]